ClC=1N=CC(=C2C=C(N=CC12)NC(=O)C1CC1)C1=CC=CC=C1 N-(8-chloro-5-phenyl-2,7-naphthyridin-3-yl)cyclopropanecarboxamide